2-(6-(((1S,2R,3R,5R)-2-fluoro-1-methyl-8-azabicyclo[3.2.1]octan-3-yl)oxy)pyridazin-3-yl)-5-(1H-imidazol-1-yl)phenol F[C@@H]1[C@@]2(CC[C@H](C[C@H]1OC1=CC=C(N=N1)C1=C(C=C(C=C1)N1C=NC=C1)O)N2)C